ClC1=C2CCC(C2=CC=C1)=O 4-chloro-2,3-dihydro-1H-inden-1-one